METHYL((PERFLUOROPHENOXY)-(PHENOXY)-PHOSPHORYL)-L-ALANINATE CN([C@@H](C)C(=O)[O-])P(=O)(OC1=CC=CC=C1)OC1=C(C(=C(C(=C1F)F)F)F)F